2-methyl-6H-tribenzo[c,f,H]chromen-6-one CC=1C=CC2=C(C3=C4C(=COC3=C3C2=CC(C=C3)=O)C=CC=C4)C1